1-(7-methyloctahydro-1,4-methanonaphthalen-4a(2H)-yl)ethan-1-one CC1CCC2(C3CCC(C2C1)C3)C(C)=O